tert-butyl (2-cyano-6-(dimethylphosphoryl)pyridin-3-yl)(prop-2-yn-1-yl)carbamate C(#N)C1=NC(=CC=C1N(C(OC(C)(C)C)=O)CC#C)P(=O)(C)C